4-(6-(4-(4-(cyclopropylethynyl)benzoyl)piperazin-1-yl)pyridin-3-yl)-6-ethoxypyrazolo[1,5-a]pyridine-3-carbonitrile C1(CC1)C#CC1=CC=C(C(=O)N2CCN(CC2)C2=CC=C(C=N2)C=2C=3N(C=C(C2)OCC)N=CC3C#N)C=C1